1-(but-3-enyl)-2,2,6,6-tetramethyl-piperidine C(CC=C)N1C(CCCC1(C)C)(C)C